ClC1=CC=C(OC2=CC=C(C=N2)S(=O)(=O)N2[C@H]([C@@H]3CC[C@H](C2)N3C(=O)OCCOC)C(NO)=O)C=C1 2-methoxyethyl (1S,2R,5R)-3-((6-(4-chlorophenoxy)pyridin-3-yl)sulfonyl)-2-(hydroxycarbamoyl)-3,8-diazabicyclo-[3.2.1]octane-8-carboxylate